4,5-dichloro-o-phenylenediamine C1=C(C(=CC(=C1Cl)Cl)N)N